CC1(OB(OC1(C)C)C=1C=C2[C@H](COCC2=CC1)NC(OC(C)(C)C)=O)C tert-butyl (R)-(6-(4,4,5,5-tetramethyl-1,3,2-dioxaborolan-2-yl)isochroman-4-yl)carbamate